CCCCC/C=C\\C/C=C\\C/C=C\\C/C=C\\C/C=C\\CCCCCCCCCCCCC(=O)[O-] The molecule is a dotriacontapentaenoate that is the conjugate base of (14Z,17Z,20Z,23Z,26Z)-dotriacontapentaenoic acid, obtained by deprotonation of the carboxy group; major species at pH 7.3. It is a conjugate base of a (14Z,17Z,20Z,23Z,26Z)-dotriacontapentaenoic acid.